C(C)(=O)O[C@@H]1C[C@@]2(C(C[C@H]3[C@@H]4CC[C@H]([C@@H](CCCC(C)C)C)[C@]4(CC[C@@H]3[C@]2(CC1)COCOC)C)=O)O 3β-acetoxy-5α-hydroxy-19-methoxymethyloxy-cholestan-6-one